CNC(CN1N=CC(=C1)C1=C(C=CC=C1)C1OC(C(C1)=C)=O)=O N-methyl-2-(4-(2-(4-methylene-5-oxotetrahydrofuran-2-yl)phenyl)-1H-pyrazol-1-yl)acetamide